tert-butyl (6aR)-3-chloro-4-fluoro-1-(4-hydroxy-2,2,4-trimethylpyrrolidin-1-yl)-12-oxo-6a,7,9,10-tetrahydro-12H-pyrazino[2,1-c]pyrido[3,4-f][1,4]oxazepine-8(6H)-carboxylate ClC1=C(C2=C(C(N3[C@@H](CO2)CN(CC3)C(=O)OC(C)(C)C)=O)C(=N1)N1C(CC(C1)(C)O)(C)C)F